C(CCCCC)C1=CCCO1 5-Hexyldihydrofuran